BrC=1C(=NC(=NC1)NC1=C(C=C(C(=C1)Br)N1CCC(CC1)N1CCN(CCC1)C)Cl)NC1=CC2=C(CCO2)C=C1NS(=O)(=O)C N-(6-((5-bromo-2-((5-bromo-2-chloro-4-(4-(4-methyl-1,4-diazepan-1-yl)piperidine-1-yl)phenyl)amino)pyrimidin-4-yl)amino)-2,3-dihydrobenzofuran-5-yl)methanesulfonamide